tert-Butyl 3-(dispiro[2.0.2.1]heptan-7-yl methoxy)-1H-pyrazole-1-carboxylate C1CC12C1(CC1)C2COC2=NN(C=C2)C(=O)OC(C)(C)C